N,N-dimethyl-2-[[5-[5-(trifluoromethyl)-1,2,4-oxadiazol-3-yl]-2-thienyl]methyl]-1,2,4-triazol-3-amine CN(C=1N(N=CN1)CC=1SC(=CC1)C1=NOC(=N1)C(F)(F)F)C